N-((1-aminoisoquinolin-6-yl)methyl)-3-chloro-5-((4-(cyclopentylmethyl)piperazin-1-yl)methyl)benzamide NC1=NC=CC2=CC(=CC=C12)CNC(C1=CC(=CC(=C1)CN1CCN(CC1)CC1CCCC1)Cl)=O